N1=C(C=CC=C1)C1=CC=C(C=C1)CC(=O)NC=1SC=CN1 2-(4-(Pyridin-2-yl)phenyl)-N-(thiazol-2-yl)acetamide